C(CCCCCCC)(=O)N1C(CN(CC1)C(=O)C1=CC=C(C(=O)N2C[C@H]([C@@H](C2)C(=O)N[C@@H]2[C@H](C2)C2=CC=CC=C2)C(=O)N[C@@H]2[C@H](C2)C2=CC=CC=C2)C=C1)C(NCCCCCCCC)=O (3S,4S)-1-(4-(4-octanoyl-3-(octylcarbamoyl)piperazine-1-carbonyl)benzoyl)-N3,N4-bis((1S,2R)-2-phenylcyclopropyl)pyrrolidine-3,4-dicarboxamide